[C@H]12CN(C[C@H](CC1)N2)C2=NC(=NC1=C(C(=C(C=C21)Cl)C2=CC(=CC1=CC=CC(=C21)Cl)O)F)N2CC(C2)N(C)C 4-((S or R)-4-((1R,5S)-3,8-diazabicyclo[3.2.1]octan-3-yl)-6-chloro-2-(3-(dimethyl-amino)azetidin-1-yl)-8-fluoro-quinazolin-7-yl)-5-chloro-naphthalen-2-ol